methyl-monoadamantane CC12CC3CC(CC(C1)C3)C2